OCCCCCCN1C(=[N+](C=C1)CCCCCCO)CCCCCCO 1,2,3-tris(6-hydroxyhexyl)imidazolium